1-(3-chloro-5-fluoropyridin-2-yl)-N-(5-chloro-6-(2H-1,2,3-triazol-2-yl)pyridin-3-yl)-5-(trifluoromethyl)-1H-pyrazole-4-carboxamide ClC=1C(=NC=C(C1)F)N1N=CC(=C1C(F)(F)F)C(=O)NC=1C=NC(=C(C1)Cl)N1N=CC=N1